cumyl neodecanoate oxide C(CCCCCC(C)(C)C)(=[O+][O-])OC(C)(C)C1=CC=CC=C1